tetrAbutyl-3-(4-amino-3-bromo-2,6-difluorophenyl)-2-oxo-3,4-dihydro-quinazoline C(CCC)C=1C(=C(C(=C2CN(C(NC12)=O)C1=C(C(=C(C=C1F)N)Br)F)CCCC)CCCC)CCCC